thiosalicylic acid methyltrioctyl-ammonium salt C[N+](CCCCCCCC)(CCCCCCCC)CCCCCCCC.C(C=1C(S)=CC=CC1)(=O)[O-]